(2-chloro-4-(2-((5-(2-hydroxy-2-methylpropyloxy)benzo[d]thiazol-2-yl)amino)-2-oxoethyl)phenoxy)pyridine-3-carboxamide ClC1=C(OC2=NC=CC=C2C(=O)N)C=CC(=C1)CC(=O)NC=1SC2=C(N1)C=C(C=C2)OCC(C)(C)O